C(C)(C)(C)OC(=O)N(CC(=O)OC(C)(C)C1=CC(=C(C=C1)C(NC1=C(C(=CC(=C1)F)B1OC(C(O1)(C)C)(C)C)C)=O)F)C(=O)OC(C)(C)C 2-(3-fluoro-4-((5-fluoro-2-methyl-3-(4,4,5,5-tetramethyl-1,3,2-dioxaborolan-2-yl)phenyl)carbamoyl)phenyl)propan-2-yl bis(tert-butoxycarbonyl)glycinate